BrC1=C(N=C(S1)C1=CC=C(C=C1)OCC)C(=O)OC(C)(C)C tert-butyl 5-bromo-2-(4-ethoxyphenyl)thiazole-4-carboxylate